CC1=CC=C(C=C1)S(=O)(=O)OC=1C=2N(N=CC1)C=CN2 Imidazo[1,2-b]Pyridazin-8-Yl 4-Methylbenzenesulfonate